CC1=C(C=C(C=C1)C)C=1N=C(NC1)C1N(CCCC1)C(C(C)SC)=O 1-(2-(4-(2,5-dimethylphenyl)-1H-imidazol-2-yl)piperidin-1-yl)-2-(methylthio)propan-1-one